2-chloro-5-fluoro-4-(1-isopropyl-1H-1,2,3-triazol-4-yl)pyrimidine ClC1=NC=C(C(=N1)C=1N=NN(C1)C(C)C)F